CN(CCCOC(=O)N[C@@H](CCC(=O)OCCCCCCCC\C=C/C\C=C/CCCCC)C(=O)OCCCCCCCC\C=C/C\C=C/CCCCC)C Di((9Z,12Z)-octadeca-9,12-dien-1-yl) ((3-(dimethylamino)propoxy)carbonyl)-L-glutamate